heptyl formylacetate C(=O)CC(=O)OCCCCCCC